2-((S)-1-Acryloyl-4-((R)-7-(3,4-dihydroquinolin-1(2H)-yl)-2-(2-(dimethylamino)ethoxy)-5,6,7,8-tetrahydroquinazolin-4-yl)piperazin-2-yl)acetonitrile C(C=C)(=O)N1[C@H](CN(CC1)C1=NC(=NC=2C[C@@H](CCC12)N1CCCC2=CC=CC=C12)OCCN(C)C)CC#N